COC(=O)C1=NC(=C(C=C1)N1CCN(CC1)CC=1C(=C2NC(C(=NC2=CC1)C)=O)C)C 5-[4-[(2,5-dimethyl-3-oxo-4H-quinoxalin-6-yl)methyl]piperazin-1-yl]-6-methyl-pyridine-2-carboxylic acid methyl ester